CCCCC(CC)CN1C(=O)C2C3CC(C2C1=O)C=C3 N-octylbicycloheptenedicarboximide